CC1(OB(OC1(C)C)C1=C2C=CC(=CC2=CC=C1)O)C 5-(4,4,5,5-Tetramethyl-1,3,2-dioxaborolan-2-yl)naphthalen-2-ol